FC(C=1C=C(C=CC1)C1=CC=C(O1)C=O)(F)F 5-(3-(trifluoromethyl)phenyl)furan-2-carbaldehyde